C(#N)C1=NC=CC(=C1)NC(=O)C=1C=NN(C1C(F)(F)F)C1=CN=CC2=CC=CC=C12 N-(2-Cyanopyridin-4-yl)-1-(isochinolin-4-yl)-5-(trifluoromethyl)-1H-pyrazol-4-carboxamid